NC1(CC(=C(C=C1)C=CC=1C(=CC=CC1)S(=O)(=O)[O-])S(=O)(=O)[O-])N 4,4-diaminostilbene-2,2'-disulfonate